N[C@@H]1CN(CC[C@H]1O)C1=NC2=C(N1CC(=O)N(CC(F)(F)F)C)C=C(C=C2)F 2-(2-((3R,4R)-3-amino-4-hydroxypiperidin-1-yl)-6-fluoro-1H-benzo[d]imidazol-1-yl)-N-methyl-N-(2,2,2-trifluoroethyl)acetamide